rac-4-((2R,3S,4S,5R)-3-(4-fluoro-3-(hydroxymethyl)-2-methoxyphenyl)-4,5-dimethyl-5-(trifluoromethyl)tetrahydrofuran-2-carboxamido)picolinamide FC1=C(C(=C(C=C1)[C@H]1[C@@H](O[C@]([C@H]1C)(C(F)(F)F)C)C(=O)NC1=CC(=NC=C1)C(=O)N)OC)CO |r|